CC(C[Si](OC)(OC)OC)CCl 3-chloroisobutyltrimethoxysilane